FC1=C(C=CC=C1)NC(=O)C1=NN(C(C=C1C)=O)C1=CC(=C(C=C1)OC1=CC=NC2=CC(=C(C=C12)OC)OCCCN1CCN(CC1)C)F N-(2-fluorophenyl)-1-(3-fluoro-4-{6-methoxy-7-[3-(4-methyl-1-piperazinyl)propoxy]quinolin-4-yloxy}phenyl)-4-methyl-6-oxo-1,6-dihydropyridazine-3-carboxamide